N-(4-(4-oxo-4-((3-(piperidin-1-yl)propyl)amino)butyl)-1-phenyl-1H-imidazol-2-yl)benzamide O=C(CCCC=1N=C(N(C1)C1=CC=CC=C1)NC(C1=CC=CC=C1)=O)NCCCN1CCCCC1